BrC1=C(C=C(C=C1)CN(C(=O)C=1C=NC=CC1)C1=C(C=CC=C1)S(=O)(=O)C)[N+](=O)[O-] N-[(4-bromo-3-nitrophenyl)methyl]-N-(2-methanesulfonylphenyl)pyridine-3-carboxamide